6-isopropoxypyrazolo[1,5-a]pyridine C(C)(C)OC=1C=CC=2N(C1)N=CC2